7-((4-chlorophenyl)acetoxy)-3-((trifluoromethyl)sulfonyl)-2,3,4,5-tetrahydro-1H-benzo[d]azepine ClC1=CC=C(C=C1)CC(=O)OC1=CC2=C(CCN(CC2)S(=O)(=O)C(F)(F)F)C=C1